C1(CC1)C(=O)NC1=CC(=C(N=N1)C(=O)NC([2H])([2H])[2H])NC1=C(C=C(C=C1)C1=NN(C=N1)C)OC(F)(F)F 6-(cyclopropanecarboxamido)-N-(methyl-d3)-4-((4-(1-methyl-1H-1,2,4-triazol-3-yl)-2-(trifluoromethoxy)phenyl)amino)pyridazine-3-Formamide